5-bromo-1-(3-fluoro-4-methylbenzyl)-2-oxo-2,3-dihydro-1H-benzo[b]azepine BrC=1C2=C(N(C(CC1)=O)CC1=CC(=C(C=C1)C)F)C=CC=C2